propane-2-sulfonyl chloride CC(C)S(=O)(=O)Cl